FC=1C=C(C=2C(C(CCC2C1C)(C)CC(=O)N)=O)CC(=O)N (3-fluoro-4,7-dimethyl-8-oxo-5,6,7,8-tetrahydronaphthalene-1,7-diyl)diacetamide